[N]1C=NC=C1 1λ2-imidazole